COC1=CC=2C3=C(NC2C=C1OCCCN1CCCC1)C=CN=C3N3CCCC31COCC1 1-{8-methoxy-7-[3-(pyrrolidin-1-yl)propoxy]-5H-pyrido[4,3-b]indol-1-yl}-7-oxa-1-azaspiro[4.4]nonane